C1(=CC=CC=C1)C=1C(=NC=CC1)C1=NC=CC=N1 (phenylpyridinyl)pyrimidine